ONC(=O)C=1C=C2CCN3[C@H](C2=CC1)CCC3 (S)-N-hydroxy-1,2,3,5,6,10b-hexahydropyrrolo[2,1-a]isoquinoline-8-carboxamide